(1r,4r)-4,6,7-trifluoro-1-methyl-2,3,4,9-tetrahydro-1H-pyrido[3,4-b]indole F[C@H]1CN[C@@H](C=2NC3=CC(=C(C=C3C21)F)F)C